4-(2-aminopropoxy)-3,5-diiodobenzonitrile hydrochloride Cl.NC(COC1=C(C=C(C#N)C=C1I)I)C